tert-Butyl 6-(methoxy-d3)-7-nitro-3,4-dihydroisoquinoline-2(1H)-carboxylate C(OC=1C=C2CCN(CC2=CC1[N+](=O)[O-])C(=O)OC(C)(C)C)([2H])([2H])[2H]